BrC=1C(=CC(=C(OC(CO)(C)C)C1)F)F 2-(5-bromo-2,4-difluorophenoxy)-2-methylpropan-1-ol